2'-{[(2S)-1,4-dioxan-2-yl]methyl}-8'-methyl-2',5'-dihydrospiro[cyclopropane-1,4'-furo[2,3-g]indazole]-7'-carboxamide O1[C@H](COCC1)CN1N=C2C3=C(CC4(C2=C1)CC4)OC(=C3C)C(=O)N